N-[5-[1-(2,6-dioxopiperidin-3-yl)-3-methyl-2-oxo-1,3-benzodiazol-5-yl]pentyl]-4-nitrobenzamide O=C1NC(CCC1N1C(N(C2=C1C=CC(=C2)CCCCCNC(C2=CC=C(C=C2)[N+](=O)[O-])=O)C)=O)=O